(1-isopropyl-1H-imidazol-4-yl)[(1R,5S,6r)-6-(5-methyl-4,5-dihydro-1,2-oxazol-3-yl)-3-azabicyclo[3.1.0]hex-3-yl]methanone (E)-Phenethyl-3-(naphthalin-2-yl)acrylat C(CC1=CC=CC=C1)OC(\C=C\C1=CC2=CC=CC=C2C=C1)=O.C(C)(C)N1C=NC(=C1)C(=O)N1C[C@H]2C([C@H]2C1)C1=NOC(C1)C